NC=1N=C(SC1C(=O)C=1C=NC(=CC1)OC(F)F)N(C1=CC(=C(C=C1)OC(F)F)F)C(C(=O)N)C [N-[4-Amino-5-[6-(difluoromethoxy)pyridin-3-carbonyl]thiazol-2-yl]-4-(difluoromethoxy)-3-fluoroanilino]propanamid